NC1=C(C=C(C=C1)C1=CC2=C(N=C(N=C2)NC2CCC(CC2)N(C)C)N(C1=O)C(C)C)F 6-(4-amino-3-fluoro-phenyl)-2-((4-(dimethylamino)cyclohexyl)amino)-8-isopropyl-pyrido[2,3-d]pyrimidin-7-one